ClC=1C(=C(C=CC1)CNC(CN[C@@H](C)CCC)=O)F (S)-N-(3-chloro-2-fluorophenylmethyl)-2-(pent-2-ylamino)acetamide